6-(trifluoromethyl)-1,2,3,4-tetrahydroquinoline-3-carboxamide FC(C=1C=C2CC(CNC2=CC1)C(=O)N)(F)F